methyl 5-[7-difluoromethyl-6-(1-methyl-1H-pyrazol-4-yl)-3,4-dihydro-2H-quinolin-1-yl]-[1,6]naphthyridine-7-carboxylate FC(C1=C(C=C2CCCN(C2=C1)C1=C2C=CC=NC2=CC(=N1)C(=O)OC)C=1C=NN(C1)C)F